COC(C1=CN=CC=C1)=O.N[C@H](C(=O)NCC1=C(C(=C(C(=C1[2H])[2H])[2H])[2H])[2H])C (S)-2-amino-N-((phenyl-d5)methyl)propanamide methyl-nicotinate